glycin NCC(=O)O